methyl 4,5-bis(but-3-en-1-yloxy)-9,10-dioxo-9,10-dihydroanthracene-2-carboxylate C(CC=C)OC1=CC(=CC=2C(C3=CC=CC(=C3C(C12)=O)OCCC=C)=O)C(=O)OC